C(C)(C)(C)N[C@H]1CN(CC1)C1=CC=C(N=N1)C1=NC=C(C=C1O)C1=CN=C(O1)C 2-{6-[(3R)-3-(tert-butylamino)pyrrolidin-1-yl]pyridazin-3-yl}-5-(2-methyl-1,3-oxazol-5-yl)pyridin-3-ol